4-(3-Chloroanilino)-2'-[(2R)-3-{[(5R)-6,6-difluoro-5-methyl-5,6,7,8-tetrahydroquinolin-4-yl]oxy}-2-methylpropyl]-2',3'-dihydrospiro[cyclohexane-1,1'-indene]-4-carboxylic acid ClC=1C=C(NC2(CCC3(C(CC4=CC=CC=C34)C[C@H](COC3=CC=NC=4CCC([C@@H](C34)C)(F)F)C)CC2)C(=O)O)C=CC1